azetidin-3-yl 4-methylbenzenesulfonate CC1=CC=C(C=C1)S(=O)(=O)OC1CNC1